ClC=1C=CC(=C(C1)C1=C(C=NC(=C1)C)C(=O)OC)C(F)(F)F methyl 4-(5-chloro-2-(trifluoromethyl) phenyl)-6-methylpyridine-3-carboxylate